methyl 4-((1R,2S)-2-((tert-butyldimethylsilyl) oxy)cyclopentyl)benzoate [Si](C)(C)(C(C)(C)C)O[C@@H]1[C@H](CCC1)C1=CC=C(C(=O)OC)C=C1